O=C1NC(CCC1N1C(C2=CC=C(C=C2C1)C1CCN(CC1)CC1=CC=CC(=N1)C#N)=O)=O 6-((4-(2-(2,6-dioxopiperidin-3-yl)-1-oxoisoindolin-5-yl)piperidin-1-yl)methyl)picolinonitrile